S1C=C(C=C1)C1=C(C(=NN1)C(F)(F)F)C#N 5-(thien-3-yl)-3-(trifluoromethyl)-1H-pyrazole-4-carbonitrile